C(C)OC(C[C@@H](CCC)CN[C@H](C(=O)N)CC)=O.C(C)O[Si](CC(CCCCCCCC)[Si](OCC)(OCC)OCC)(OCC)OCC 1,2-bis(triethoxysilyl)decane ethyl-(R)-3-((((S)-1-amino-1-oxobutan-2-yl)amino)methyl)hexanoate